C(#N)C1=CC(C2CCC1C2)=O 4-cyanobicyclo[3.2.1]-3-octen-2-one